ClC1=CC(=C(C=C1)COC1=NC=2CN(CCC2C=C1C(F)(F)F)CC=1N=NC(=CC1C)C1=NN=C(N1)C(F)(F)F)F 2-[(4-chloro-2-fluorophenyl)methoxy]-7-({4-methyl-6-[5-(trifluoromethyl)-4H-1,2,4-triazol-3-yl]pyridazin-3-yl}methyl)-3-(trifluoromethyl)-5,6,7,8-tetrahydro-1,7-naphthyridine